The molecule is a 1-[3-(dimethylamino)propyl]-1-(4-fluorophenyl)-1,3-dihydro-2-benzofuran-5-carbonitrile hydrobromide resulting from the reaction of equimolar amounts of escitalopram and hydrogen bromide. It has a role as a serotonin uptake inhibitor and an antidepressant. It is an enantiomer of a (R)-citalopram hydrobromide. CN(C)CCC[C@@]1(C2=C(CO1)C=C(C=C2)C#N)C3=CC=C(C=C3)F.Br